2-(5-chlorobenzofuran-2-yl)-N-((1r,2r)-1-(2,3-dihydro-[1,4]dioxino[2,3-b]pyridin-7-yl)-1-hydroxy-3-(pyrrolidin-1-yl)propan-2-yl)-2,2-difluoroacetamide ClC=1C=CC2=C(C=C(O2)C(C(=O)N[C@@H]([C@H](O)C=2C=C3C(=NC2)OCCO3)CN3CCCC3)(F)F)C1